tert-butyl N-[[2-[(E)-3-[tert-butyl(dimethyl)silyl]oxyprop-1-enyl]-4-(4-methylthiazol-5-yl)phenyl]methyl]carbamate [Si](C)(C)(C(C)(C)C)OC/C=C/C1=C(C=CC(=C1)C1=C(N=CS1)C)CNC(OC(C)(C)C)=O